(5-(Hydroxymethyl)-2,2-dimethyl-1,3-dioxan-5-yl)methyl (9Z)-hexadec-9-enoate C(CCCCCCC\C=C/CCCCCC)(=O)OCC1(COC(OC1)(C)C)CO